C(CCC(=O)O)(=O)O.NC1=C(N=CC(=N1)N1CCC2([C@@H]([C@@H](OC2)C)N)CC1)SC1=C(C(=NC=C1)N)Cl (3S,4S)-8-(6-amino-5-((2-amino-3-chloropyridin-4-yl)thio)pyrazin-2-yl)-3-methyl-2-oxa-8-azaspiro[4.5]decan-4-amine monosuccinate salt